ClC1=CC=C(C=C1)N1C[C@@H](CC1)S(=O)(=O)C (R)-1-(4-chlorophenyl)-3-(methylsulfonyl)pyrrolidine